7-chloro-8-fluoro-4-(2-((tetrahydro-2H-pyran-2-yl)oxy)-6-azaspiro[3.5]non-6-yl)pyrido[4,3-d]pyrimidine ClC1=C(C=2N=CN=C(C2C=N1)N1CC2(CC(C2)OC2OCCCC2)CCC1)F